FC=1C(=C(C=C(C1)CC(F)(F)F)B1OC(C(O1)(C)C)(C)C)OC 2-(3-fluoro-2-methoxy-5-(2,2,2-trifluoroethyl)phenyl)-4,4,5,5-tetramethyl-1,3,2-dioxaborolane